6-(7-Fluoro-2-methyl-2H-indazol-5-yl)-N-methyl-N-[(3-exo)-8-methyl-8-azabicyclo[3.2.1]oct-3-yl][1,3]thiazolo[4,5-c]pyridin-2-amin FC1=CC(=CC2=CN(N=C12)C)C1=CC2=C(C=N1)N=C(S2)N(C2CC1CCC(C2)N1C)C